(S)-5-bromo-4-(difluoromethyl)-N-(3-methylbut-2-yl)pyridin-2-amine BrC=1C(=CC(=NC1)N[C@@H](C)C(C)C)C(F)F